4-((2R,3R,4R,5S)-3-(2-(difluoromethoxy)-4-fluoro-3-methylphenyl)-4,5-dimethyl-5-(trifluoromethyl)tetrahydrofuran-2-carboxamido)picolinamide FC(OC1=C(C=CC(=C1C)F)[C@@H]1[C@@H](O[C@@]([C@@H]1C)(C(F)(F)F)C)C(=O)NC1=CC(=NC=C1)C(=O)N)F